N-(4-(1H-pyrazol-4-yl)phenyl)-4-(piperazin-1-yl)-1,3,5-triazin-2-amine N1N=CC(=C1)C1=CC=C(C=C1)NC1=NC=NC(=N1)N1CCNCC1